3,5-difluoro-4-isothiocyanatopyridine FC=1C=NC=C(C1N=C=S)F